C(C)OC(=O)C=1N=CC=2CN(CC(C2C1)C1CCCCC1)C1=CC(=C(C(=C1)F)Cl)F 7-(4-chloro-3,5-difluorophenyl)-5-cyclohexyl-5,6,7,8-tetrahydro-2,7-naphthyridine-3-carboxylic acid ethyl ester